Methyl 4-(2-chloro-4-fluorophenyl)-6-((R*)-1-((2-methoxyethyl)sulfonyl)pyrrolidin-3-yl)-2-(thiazol-2-yl)-1,4-dihydropyrimidine-5-carboxylate ClC1=C(C=CC(=C1)F)C1N=C(NC(=C1C(=O)OC)[C@H]1CN(CC1)S(=O)(=O)CCOC)C=1SC=CN1 |o1:18|